tert-Butyl 7-(4-amino-3-fluorobenzoyl)-2,7-diazaspiro[3.5]nonane-2-carboxylate NC1=C(C=C(C(=O)N2CCC3(CN(C3)C(=O)OC(C)(C)C)CC2)C=C1)F